N-(4-propionylpyrimidin-2-yl)cyclopropanesulfonamide C(CC)(=O)C1=NC(=NC=C1)NS(=O)(=O)C1CC1